ClC=1C=NC(=NC1)C1CCNCC1 5-chloro-2-(4-piperidinyl)pyrimidine